tert-butyl 3-(6-chloro-3-(trifluoromethyl)pyridazin-4-ylamino)cyclohexylcarbamate ClC1=CC(=C(N=N1)C(F)(F)F)NC1CC(CCC1)NC(OC(C)(C)C)=O